ClC1=CC=C(C(=N1)C(=O)O)N[C@H](C)C1=C2N=C(C(=NC2=CC(=C1)C)C#N)N1CC([C@H](C1)OC)(F)F 6-chloro-3-(((R)-1-(2-cyano-3-((S)-3,3-difluoro-4-methoxypyrrolidin-1-yl)-7-methylquinoxalin-5-yl)ethyl)amino)picolinic acid